BrC1=CC=C(C=C1)N1N=C(C2=C1NC(C[C@@H]2C2=CC=CC=C2)=O)C (R)-1-(4-bromophenyl)-3-methyl-4-phenyl-1,4,5,7-tetrahydro-6H-pyrazolo[3,4-b]pyridin-6-one